(S)-(4,4-Difluorocyclohexyl)(7-((1R*,3R*,6S)-4-oxo-6-(trifluoromethyl)-5-azaspiro[2.4]heptan-1-yl)imidazo[1,2-b]pyridazin-2-yl)methanaminium trifluoroacetate FC(C(=O)[O-])(F)F.FC1(CCC(CC1)[C@H]([NH3+])C=1N=C2N(N=CC(=C2)[C@H]2C[C@]23C(N[C@@H](C3)C(F)(F)F)=O)C1)F |o1:24,26|